(8-chloro-1-methoxynaphthalen-2-yl)boric acid ClC=1C=CC=C2C=CC(=C(C12)OC)OB(O)O